4,4'-methylenebis-(phenyldimethylurea) C(C1=CC=C(C=C1)N(C(=O)NC)C)C1=CC=C(C=C1)N(C(=O)NC)C